C(C)N(CCCC(CCN)N(CC)CC)CC [3-(diethylamino)propyl]-N,N-diethylpropane-1,3-diamine